Benzyl (R)-(1-(4-cyclopropylthiazol-2-yl)ethyl)carbamate C1(CC1)C=1N=C(SC1)[C@@H](C)NC(OCC1=CC=CC=C1)=O